O=C1C(=CC(=NN1)NC1(CCC1)C(=O)[C@H]1CNCCN1)C(F)(F)F (1R,3R)-3-(((6-oxo-5-(trifluoromethyl)-1,6-dihydropyridazin-3-yl)amino)cyclobutane-1-carbonyl)-piperazin